methyl-1-p-toluenesulfonyl-1H-pyrrole CC=1N(C=CC1)S(=O)(=O)C1=CC=C(C)C=C1